(4-(4-(trifluoromethyl)phenoxy)phenyl)boronic acid FC(C1=CC=C(OC2=CC=C(C=C2)B(O)O)C=C1)(F)F